1-(3-Fluoro-4-(2-methyl-4-(2-((1-(methylsulfonyl)piperidin-4-yl)amino)-5-(trifluoromethyl)pyrimidin-4-yl)-1H-imidazol-1-yl)benzyl)azetidin-3-ol FC=1C=C(CN2CC(C2)O)C=CC1N1C(=NC(=C1)C1=NC(=NC=C1C(F)(F)F)NC1CCN(CC1)S(=O)(=O)C)C